N-[4-[[3-[(3-Methyl-2-nitro-imidazol-4-yl)methoxy]-7-morpholino-1,6-naphthyridin-5-yl]oxy]cyclohexyl]pyrimidin-2-amine CN1C(=NC=C1COC=1C=NC2=CC(=NC(=C2C1)OC1CCC(CC1)NC1=NC=CC=N1)N1CCOCC1)[N+](=O)[O-]